3-[ethyl(oxan-4-yl)amino]-2-methyl-N-[(1-methyl-3-oxo-5,6,7,8-tetrahydro-2H-isoquinolin-4-yl)methyl]-5-[6-(4-methyl-piperazin-1-yl)pyridin-3-yl]benzamide C(C)N(C=1C(=C(C(=O)NCC=2C(NC(=C3CCCCC23)C)=O)C=C(C1)C=1C=NC(=CC1)N1CCN(CC1)C)C)C1CCOCC1